1H-pyrrolo[2,3-b]pyridine-4-carboxamide N1C=CC2=C1N=CC=C2C(=O)N